C(C=C)N1C(N(C(N(C1=O)CC=C)=O)CC=C)=O triallyl-1,3,5-triazine-2,4,6(1H,3H,5H)-trione